(2R,3S,3aR,4aS,7R,8aR,9R,9aS)-3-((Diisopropyl(methoxy)silyl)oxy)-2-((2,2-dimethyl-1,3-dioxolan-4-yl)methyl)-9-hydroxydecahydrofuro[3,2-b]pyrano[2,3-e]pyran-7-ylethyl pivalate C(C(C)(C)C)(=O)OCC[C@H]1CC[C@H]2[C@@H]([C@H]([C@H]3[C@@H](O2)[C@H]([C@H](O3)CC3OC(OC3)(C)C)O[Si](OC)(C(C)C)C(C)C)O)O1